4-(4-amino-2-fluorophenoxy)-3-((4-methylpiperazin-1-yl)methyl)pyridin-2-amine NC1=CC(=C(OC2=C(C(=NC=C2)N)CN2CCN(CC2)C)C=C1)F